[1-(2,6-dioxo-3-piperidyl)-3-methyl-2-oxo-benzimidazol-4-yl]-2,5-diHydropyrrole-1-carboxylic acid tert-butyl ester C(C)(C)(C)OC(=O)N1C(C=CC1)C1=CC=CC=2N(C(N(C21)C)=O)C2C(NC(CC2)=O)=O